(R)-3-(2-(4-(6-(6-(2-(3-fluorophenyl)pyrrolidin-1-yl)imidazo[1,2-b]pyridazin-3-yl)pyridin-2-yl)piperazin-1-yl)ethoxy)propanenitrile FC=1C=C(C=CC1)[C@@H]1N(CCC1)C=1C=CC=2N(N1)C(=CN2)C2=CC=CC(=N2)N2CCN(CC2)CCOCCC#N